FC=1C=C(C=CC1C(F)(F)F)C=1N=NN(C1)[C@@H]1[C@H]([C@@H](O[C@H]2[C@@H]1OC(OC2)(C)C)C(=O)O)OC (4aR,6R,7R,8R,8aR)-8-(4-(3-fluoro-4-(trifluoromethyl)phenyl)-1H-1,2,3-triazol-1-yl)-7-methoxy-2,2-dimethylhexahydropyrano[3,2-d][1,3]dioxine-6-carboxylic acid